2,6-dichloro-1,3-benzothiazole ClC=1SC2=C(N1)C=CC(=C2)Cl